1,1,1,5,5,5-hexafluoropentane-2,4-diimine FC(C(CC(C(F)(F)F)=N)=N)(F)F